NC1=CC2=C(OCC(N2CC2=CC=CC=C2)CC(CO)O)C=C1 3-(6-amino-4-benzyl-3,4-dihydro-2H-benzo[b][1,4]oxazin-3-yl)propane-1,2-diol